IC=1C=C2C(N(C(=NC2=CC1)NOCC(C)C)CCC)=O 6-iodo-2-[(2-methylpropyloxy)amino]-3-propyl-4(3H)-quinazolinone